(4-{[2-(cyclopropanecarboxamido)pyridin-4-yl]oxy}-3-fluorophenyl)-1-(2-bromo-4-fluorophenyl)-1H-imidazole-4-carboxamide C1(CC1)C(=O)NC1=NC=CC(=C1)OC1=C(C=C(C=C1)C=1N(C=C(N1)C(=O)N)C1=C(C=C(C=C1)F)Br)F